CC1=NOC(=C1C1=CC2=C(N=C(S2)C=2C=C(N)C=CC2)C=C1)C 3-(6-(3,5-dimethylisoxazol-4-yl)benzo[d]thiazol-2-yl)aniline